NC1=C(C=CC=C1)NC(/C=C/C=1C=C(C(=O)NCC2CCN(CC2)CC2=CC=CC=C2)C=CC1)=O (E)-3-(3-((2-aminophenyl)amino)-3-oxoprop-1-en-1-yl)-N-((1-benzylpiperidin-4-yl)methyl)benzamide